2-({4-amino-2-butyl-7-[3-(piperazin-1-yl)propyl]-1H-imidazo[4,5-c]quinolin-1-yl}methyl)-2-methylpropane-1,3-diol NC1=NC=2C=C(C=CC2C2=C1N=C(N2CC(CO)(CO)C)CCCC)CCCN2CCNCC2